tert-butyl 4-[5-isopentyl-1-[4-(trifluoromethoxy)phenyl]pyrazol-3-yl]piperazine-1-carboxylate C(CC(C)C)C1=CC(=NN1C1=CC=C(C=C1)OC(F)(F)F)N1CCN(CC1)C(=O)OC(C)(C)C